FC=1C(=NC(N(C1)[C@@H]1CS[C@@H](O1)CO)=O)N cis-5-fluoro-1-[2-(hydroxymethyl)-1,3-oxathiolan-5-yl]cytosine